ClC=1C=C(C(=O)N2CC=3C(=NN4C3C=3C(CC(C4)C(=O)N(C)C)=CON3)CC2)C=CC1Cl 11-(3,4-Dichlorobenzoyl)-N,N-dimethyl-5,6,9,10,11,12-hexahydro-4H-[1,2]oxazolo[3,4-c]pyrido[4',3':3,4]pyrazolo[1,5-a]azepine-5-carboxamide